N1(CCCCCC1)CC#CC1=NC=CC(=C1)N1CCC2(CC1)CCNCC2 3-(2-(3-(azepan-1-yl)prop-1-yn-1-yl)pyridin-4-yl)-3,9-diazaspiro[5.5]undecane